2-(3-azabicyclo[3.1.0]hexan-3-yl)-8-ethenyl-3,6-dimethylquinazolin-4-one C12CN(CC2C1)C1=NC2=C(C=C(C=C2C(N1C)=O)C)C=C